2-[(2,6-dichlorobenzoyl)amino]-3-[4-[4-cis-(2-pyridylamino)cyclohexoxy]phenyl]propanoic acid ClC1=C(C(=O)NC(C(=O)O)CC2=CC=C(C=C2)OC2(CCCCC2)NC2=NC=CC=C2)C(=CC=C1)Cl